ClC=1C(=NC(=NC1)N1C[C@H]([C@@H](CC1)NC1=CC=C2C(=NN(C2=C1)C)[C@@H]1C(NC(CC1)=O)=O)C)NC=1C=C2CC(N(C2=CC1)CC(C)(F)F)=O (R)-3-(6-(((3R,4R)-1-(5-chloro-4-((1-(2,2-difluoropropyl)-2-oxoindolin-5-yl)amino)pyrimidin-2-yl)-3-methylpiperidin-4-yl)amino)-1-methyl-1H-indazol-3-yl)piperidine-2,6-dione